(3R)-N-[2-chloro-6-(4-isopropyl-1,4-diazepan-1-yl)phenyl]-3-methyl-3-phenoxypyrrolidine-1-carboxamide ClC1=C(C(=CC=C1)N1CCN(CCC1)C(C)C)NC(=O)N1C[C@@](CC1)(OC1=CC=CC=C1)C